N-(1-(naphthalen-2-yl)-1-(5-phenyl-1,3,4-oxadiazol-2-yl)pentan-3-yl)benzamide C1=C(C=CC2=CC=CC=C12)C(CC(CC)NC(C1=CC=CC=C1)=O)C=1OC(=NN1)C1=CC=CC=C1